CC1=C(C=C(C=C1)NC(=O)N1CCNCC1)C(N[C@H](C)C1=CC=CC2=CC=CC=C12)=O (R)-N-(4-methyl-3-((1-(naphthalen-1-yl)ethyl)carbamoyl)phenyl)piperazine-1-carboxamide